(2'-((4-(2,7-diazaspiro[4.4]non-2-yl)pyrimidin-5-yl)oxy)-5'-fluoro-[1,1'-biphenyl]-2-yl)propan-1-ol C1N(CCC12CNCC2)C2=NC=NC=C2OC2=C(C=C(C=C2)F)C2=C(C=CC=C2)C(CC)O